6-(4-Chlorophenyl)-2-[(2S,5R)-2,5-dimethylpyrrolidin-1-yl]-N-[(2-oxo-1H-pyridin-3-yl)sulfonyl]pyridin-3-carboxamid ClC1=CC=C(C=C1)C1=CC=C(C(=N1)N1[C@H](CC[C@H]1C)C)C(=O)NS(=O)(=O)C=1C(NC=CC1)=O